NC=1C=C(C=NC1)CNC(OC(C)(C)C)=O tert-butyl ((5-aminopyridin-3-yl)methyl)carbamate